Methylenebis[6-(1,1-dimethylethyl)-4-(1-methylethyl)phenol] C(C1=C(C(=CC(=C1)C(C)C)C(C)(C)C)O)C1=C(C(=CC(=C1)C(C)C)C(C)(C)C)O